BrC=1C=C(OCCCN2C=NC=C2)C=CC1OC 1-(3-(3-bromo-4-methoxyphenoxy)propyl)-1H-imidazole